Tetrahydrothieno[3,4-d]pyrimidinedione N1C(NC(C2C1CSC2)=O)=O